Cl.ClC=1N=C(C=2N(C1)N=CC2C#N)C=2C=NC(=CC2)N2CCNCC2 6-chloro-4-(6-piperazin-1-yl-3-pyridyl)pyrazolo[1,5-a]pyrazine-3-carbonitrile hydrochloride